NC1=C(C=C2C(=N1)C(C=1C(=CC=CC1O2)Cl)=O)OC=2C(=NC(=NC2)N2CCC(CC2)C(OC)OC)C 2-amino-9-chloro-3-((2-(4-(dimethoxymethyl)piperidin-1-yl)-4-methylpyrimidin-5-yl)oxy)-10H-chromeno[3,2-b]pyridin-10-one